OC(C)N1N=NN=C1S 1-hydroxyethyl-5-mercapto-1H-Tetrazole